The molecule is a norlignan that is pentane-1,4-diene in which a hydrogen at position 1 and a hydrogen at position 3 are replaced by p-hydroxyphenyl groups. The isomer in which the 1,2-disubstituted double bond has Z configuration is known as nyasol; the corresponding E isomer is hinokiresinol. It has a role as a plant metabolite. It is a norlignan, a polyphenol and an olefinic compound. C=CC(C=CC1=CC=C(C=C1)O)C2=CC=C(C=C2)O